COC1=C(C=C(C=C1)OC)C=1C=C2CC(C(C2=CC1)NC(O[C@@H]1CN2CCC1CC2)=O)(C)C (S)-quinuclidin-3-yl (5-(2,5-dimethoxyphenyl)-2,2-dimethyl-2,3-dihydro-1H-inden-1-yl)carbamat